N,N-bis(4-benzothien-2-yl-phenyl)-N-{4-(2-phenyl-benzooxazol-6-yl)-phenyl}-amine S1C(=CC2=C1C=CC=C2)C2=CC=C(C=C2)N(C2=CC=C(C=C2)C2=CC1=C(N=C(O1)C1=CC=CC=C1)C=C2)C2=CC=C(C=C2)C=2SC1=C(C2)C=CC=C1